C(CCCCCCC(=O)O[C@@H](COC(CCCCC(=O)OC(CCCCCCCC)CCCCCCCC)=O)COP1(OCCO1)=O)(=O)OC(CCCCCCCC)CCCCCCCC (S)-1-(Heptadecan-9-yl) 8-(1-((6-(heptadecan-9-yloxy)-6-oxo-hexanoyl)oxy)-3-((2-oxido-1,3,2-dioxaphospholan-2-yl)oxy)propan-2-yl) octanedioate